(E)-2-heptylideneazide CC(CCCCC)(N=[N+]=[N-])N=[N+]=[N-]